C(C)(C)(C)OC(=O)N1CC2(C1)CNCC2 tert-Butyl-2,6-diazaspiro[3.4]octane-2-carboxylate